methyl-1H-benzo[d]imidazol-2-amine CN1C(=NC2=C1C=CC=C2)N